ClC1=C(C(=CC=C1)Cl)C1(CN(C1)C1=CC(=C(CN2CCC(CC2)C(=O)O)C(=C1)C)C)F 1-(4-(3-(2,6-dichlorophenyl)-3-fluoroazetidin-1-yl)-2,6-dimethylbenzyl)piperidine-4-carboxylic acid